NC=1C(=NC2=CC=CC=C2C1C1=C(C(=CC=C1C)OC)C)C(=O)N 3-amino-4-(3-methoxy-2,6-dimethylphenyl)quinoline-2-carboxamide